acetamido-p-bromoaniline C(C)(=O)NNC1=CC=C(C=C1)Br